C(CCCCCCCCCCCCCCC)(=O)OC[C@@H](OC(C=CC=CC=CC=CC=CC=CCCCCCCCCC)=O)COP(=O)(O)OCCN 1-Palmitoyl-2-docosahexaenoyl-sn-glycero-3-phosphoethanolamin